4-amino-7-fluoro-N-methyl-N-((3S)-5-(trifluoromethyl)-2,3-dihydrofuro[2,3-b]pyridin-3-yl)-1,3-dihydrofuro[3,4-c]quinoline-8-carboxamide NC1=NC=2C=C(C(=CC2C2=C1COC2)C(=O)N([C@@H]2COC1=NC=C(C=C12)C(F)(F)F)C)F